OCC(C1=CC=CC=C1)NC(=O)C1=CN(C=C1)C1=CC(=NC=C1C)N[C@H](CO)CC N-(2-hydroxy-1-phenyl-ethyl)-1-(2-(((S)-1-hydroxy-butan-2-yl)amino)-5-methyl-pyridin-4-yl)-1H-pyrrole-3-carboxamide